5-[(1-methyl-4-piperidinyl)oxy]-2-nitro-aniline CN1CCC(CC1)OC=1C=CC(=C(N)C1)[N+](=O)[O-]